C(C)(=O)N1C2=C([C@@H]([C@@H](C1=O)NC(C1=CC(=CC=C1)C)=O)C1=CC=C(C=C1)F)C(=NN2C(C)CC)C N-[(4S,5S)-7-acetyl-1-(butan-2-yl)-4-(4-fluorophenyl)-3-methyl-6-oxo-1H,4H,5H,6H,7H-pyrazolo[3,4-b]pyridin-5-yl]-3-methylbenzamide